ethylene oxide-oxide C1C[O+]1[O-]